[(2S,3S,4R,5S,6R)-5-Acetamido-3,4-diacetyloxy-6-[4-[(E)-3-phenylprop-2-enoyl]phenoxy]oxan-2-yl]methyl acetate C(C)(=O)OC[C@@H]1O[C@@H]([C@H]([C@H]([C@@H]1OC(C)=O)OC(C)=O)NC(C)=O)OC1=CC=C(C=C1)C(\C=C\C1=CC=CC=C1)=O